C(=O)(O)C1=CC=C(C=C1)NC1=NC(=NC(=N1)NC1=CC=C(C=C1)C(=O)O)NC1=CC=C(C=C1)C(=O)O 2,4,6-tris[(p-carboxyphenyl)amino]-1,3,5-triazine